1-(3-fluorobenzyl)-5-(methylcarbamoyl)-6-oxo-1,6-dihydropyridine-3-carboxylic acid FC=1C=C(CN2C=C(C=C(C2=O)C(NC)=O)C(=O)O)C=CC1